5-(4-methoxyphenyl)-3-[2-(4-methoxyphenyl)vinyl]-1-phenyl-pyrazoline COC1=CC=C(C=C1)C1C=C(NN1C1=CC=CC=C1)C=CC1=CC=C(C=C1)OC